FC(C1=CC=C(C=C1)CS(=O)(=O)NC1=C(C=C(C=C1F)C1=CC2=C(N=C(N=C2)NC2CCC(CC2)N(C)C)N(C1=O)C(C)C)F)F 1-(4-(Difluoromethyl)phenyl)-N-(4-(2-(((1r,4r)-4-(dimethylamino)cyclohexyl)amino)-8-isopropyl-7-oxo-7,8-dihydropyrido[2,3-d]pyrimidin-6-yl)-2,6-difluorophenyl)methanesulfonamide